ClC1=C(C=CC=C1)C1C(NC2=CC(=CC=3C(NN=C1C32)=O)F)C3CCOCC3 12-(2-chlorophenyl)-7-fluoro-11-(oxan-4-yl)-2,3,10-triazatricyclo[7.3.1.0^{5,13}]trideca-1,5(13),6,8-tetraen-4-one